C(C1=CC=CC=C1)(=O)C1=CC=C(C=C1)[S+](C1=CC=CC=C1)C1=CC=CC=C1 4-benzoylphenyldiphenylsulfonium